2,6-bis(trifluoromethyl)-phenylpropionic acid FC(C1=C(C(=CC=C1)C(F)(F)F)C(C(=O)O)C)(F)F